C1OCC12CC(C2)NCC2=C(C=C(C=C2)C2=NC=CC(=C2Cl)C=2C(=C(C=CC2)C2=CC=C(C(=N2)OC)CNC2CCN(CC2)C(C)=O)Cl)OC 1-(4-(((6-(3-(2-(4-(((2-oxaspiro[3.3]heptan-6-yl)amino)methyl)-3-methoxyphenyl)-3-chloropyridin-4-yl)-2-chlorophenyl)-2-methoxypyridin-3-yl)methyl)amino)piperidin-1-yl)ethan-1-one